(-)-Methyl-3-(4-(3-methoxyphenyl)buta-2,3-dien-1-yl)-4-oxo-2-phenylchromane-3-carboxylate COC(=O)C1(C(OC2=CC=CC=C2C1=O)C1=CC=CC=C1)CC=C=CC1=CC(=CC=C1)OC